3-amino-5-benzyl-4,5,6,7-tetrahydro-1H-pyrrolo[3,4-c]pyridin-1-one NC1=NC(C2=C1CN(CC2)CC2=CC=CC=C2)=O